ClC1=CC=C(C=C1)N1CC(CC1=O)NC(=O)NC=1C=NC(=CC1)Cl 1-[1-(4-chlorophenyl)-5-oxopyrrolidin-3-yl]-3-(6-chloropyridin-3-yl)urea